CN(C)CCC1=CNC2=C1C=C(C=C2)O The molecule is a tertiary amine that consists of N,N-dimethyltryptamine bearing an additional hydroxy substituent at position 5. It has a role as a hallucinogen and a coral metabolite. It is a tryptamine alkaloid and a tertiary amine. It derives from a N,N-dimethyltryptamine.